2-methyl-N-[(1E)-{5-methyl-4H,6H,7H-pyrazolo[1,5-a]pyrazin-2-yl}methylidene]propane-2-sulfinamide CC(C)(C)S(=O)/N=C/C1=NN2C(CN(CC2)C)=C1